C(CCCCC)P(CCCCCCCCCCCCCC)(CCCCCC)(CCCCCC)Br tri-hexyl-tetradecyl-phosphorus bromide